N1=C(C=CC=C1)OCC1=CC=C(C=C1)B(O)O 4-(pyridin-2-oxymethyl)phenylboronic acid